O=C1NC(CCC1N1C(C2=CC=CC(=C2C1=O)NCC(=O)OC1=C(C(=C(C(=C1F)F)F)F)F)=O)=O perfluorophenyl (2-(2,6-dioxopiperidin-3-yl)-1,3-dioxoisoindolin-4-yl)glycinate